NC1=CC=CC(=N1)S(=O)(=O)NC(=O)C=1C(=NC(=CC1)C1=CC(=CC(=C1)OCC(C)C)F)N(C)C(C)C1CC1 N-[(6-amino-2-pyridyl)sulfonyl]-2-[1-cyclopropylethyl(methyl)amino]-6-(3-fluoro-5-isobutoxy-phenyl)pyridine-3-carboxamide